COC1=C(C2=C(C=C1O)OC(=CC2=O)C3=CC=C(C=C3)O)O The molecule is a monomethoxyflavone that is scutellarein methylated at position 6. It has a role as an apoptosis inducer, an anti-inflammatory agent, an antioxidant, an anticonvulsant, an antineoplastic agent and a plant metabolite. It is a trihydroxyflavone and a monomethoxyflavone. It derives from a scutellarein.